CC1(C2CN(CC12)CC(=O)NC=1C=C(C(=NC1)C)NC(=O)C=1N=NN2C1C=CC(=C2)C=2C=NN(C2)C)C N-[5-[[2-(6,6-dimethyl-3-azabicyclo[3.1.0]hexan-3-yl)acetyl]amino]-2-methyl-3-pyridyl]-6-(1-methylpyrazol-4-yl)triazolo[1,5-a]pyridine-3-carboxamide